N1=CC(=CC=C1)C#N 3-pyridine-carbonitrile